2-bromo-4-fluoro-1-isothiocyanato-benzene BrC1=C(C=CC(=C1)F)N=C=S